N1(CCNCC1)C=1C=CC=2N(C1)N=CC2N2C(NC(CC2)=O)=O 1-(6-(piperazin-1-yl)pyrazolo[1,5-a]pyridin-3-yl)dihydropyrimidine-2,4(1H,3H)-dione